CN(C[C@H](C)OC1=C(C(=O)NC=2C(=NC=CC2C)OC)C=C(C(=C1)N1N=C2N(CCCC2)C1=O)F)C 2-{[(2S)-1-(dimethylamino)propan-2-yl]oxy}-5-fluoro-N-(2-methoxy-4-methylpyridin-3-yl)-4-(3-oxo-5,6,7,8-tetrahydro[1,2,4]triazolo[4,3-a]pyridin-2(3H)-yl)benzamide